FC=1C=C(C=C(C1)F)[C@@H]1CC=NN1C(=O)N1CC(C1)OC1=CC(=NC=C1F)C1=C(C(=NN1C)C#N)C (S)-5-(4-((1-(5-(3,5-difluorophenyl)-4,5-dihydro-1H-pyrazole-1-carbonyl)azetidin-3-yl)oxy)-5-fluoropyridin-2-yl)-1,4-dimethyl-1H-pyrazole-3-carbonitrile